C(C)(C)(C)OC(=O)N1CCCC1 N-tert-butoxycarbonylpyrrolidine